FC1=C(CC2=NC3=C(N2C[C@H]2OCC2)C=C(C=C3)C(=O)O)C=C(C(=C1)C1=NC(=CC=C1)OCC=1C=NC(=CC1OC)C#CC=1C=NN(C1)C)F (S)-2-(2,5-difluoro-4-(6-((4-methoxy-6-((1-methyl-1H-pyrazol-4-yl)ethynyl)pyridin-3-yl)methoxy)pyridin-2-yl)benzyl)-1-(oxetan-2-ylmethyl)-1H-benzo[d]imidazole-6-carboxylic acid